CC1C(C1C=1N=COC1)C(=O)O 2-methyl-3-(oxazol-4-yl)cyclopropane-1-carboxylic acid